BrC1=C(C=NN1CC)CN1N=CN=C1C1(CC=CC(=C1)F)CCO 2-{1-[(5-bromo-1-ethyl-1H-pyrazol-4-yl)methyl-1H-1,2,4-triazol-5-yl]-5-fluorophenyl}ethan-1-ol